[Si](C)(C)(C(C)(C)C)OCC1=NC=CC(=C1)C=1C=C(C=2N(N1)C[C@H](N2)C)C(=O)N[C@H](C)C2=C(C(=CC=C2)C(F)(F)F)F (2R)-6-[2-[[tert-butyl(dimethyl)silyl]oxymethyl]-4-pyridyl]-N-[(1R)-1-[2-fluoro-3-(trifluoromethyl)phenyl]ethyl]-2-methyl-2,3-dihydroimidazo[1,2-b]pyridazine-8-carboxamide